2-[3-(1-benzyl-1H-imidazol-2-yl)-5-fluorophenyl]-5-(difluoromethyl)-1,3,4-oxadiazole C(C1=CC=CC=C1)N1C(=NC=C1)C=1C=C(C=C(C1)F)C=1OC(=NN1)C(F)F